5-bromo-1-oxo-1,7-naphthyridine-1-ium BrC1=C2C=CC[N+](C2=CN=C1)=O